O1CC(C1)N1N=CC=2C1=NC(=CN2)N2CC1(CC2)CN(CC1)C1=CC(=NC=C1)C(F)(F)F 2-[1-(oxetan-3-yl)-1H-pyrazolo[3,4-b]pyrazin-6-yl]-7-[2-(trifluoromethyl)pyridin-4-yl]-2,7-diazaspiro[4.4]nonane